CN(C1(CCC1)CNC=1C2=C(N=C(N1)OCC1(CC1)CO)C(=C(N=C2)C2=CC(=CC1=CC=C(C(=C21)CC)F)OCOC)F)C (1-(((4-(((1-(dimethylamino)cyclobutyl)methyl)amino)-7-(8-ethyl-7-fluoro-3-(methoxymethoxy)naphthalen-1-yl)-8-fluoropyrido[4,3-d]pyrimidin-2-yl)oxy)methyl)cyclopropyl)methanol